5-chloro-3-(4,4,5,5-tetramethyl-1,3,2-dioxaborolan-2-yl)pyrazolo[1,5-a]pyridine ClC1=CC=2N(C=C1)N=CC2B2OC(C(O2)(C)C)(C)C